N[Si]([Si]([Si](N)(Cl)Cl)(Cl)Cl)(Cl)Cl 1,3-diaminohexachlorotrisilane